C(C)[C@@H]1N(C[C@H](N(C1)C(C)C=1C=C2N=CC=NC2=CC1)CC)C=1C=2C(N(C(C1)=O)CC1=CC=C(C=C1)OC)=CN(N2)C2OCCCC2 7-((2s,5r)-2,5-diethyl-4-(1-(quinoxalin-6-yl)ethyl)piperazin-1-yl)-4-(4-methoxybenzyl)-2-(tetrahydro-2H-pyran-2-yl)-2,4-dihydro-5H-pyrazolo[4,3-b]pyridin-5-one